(R)-2-(p-methoxyphenyl)-2H-pyran COC1=CC=C(C=C1)[C@@H]1OC=CC=C1